Cl.C(C1=CC=CC=C1)N1C(=NC=2C1=C(N=NC2N)OC(C)C)CCCC 1-benzyl-2-butyl-7-isopropoxy-1H-imidazo[4,5-d]pyridazin-4-amine hydrochloride salt